4-(((2R,5S)-3-(4-cyano-3-(trifluoromethyl)phenyl)-2-(trifluoromethyl)oxazolidin-5-yl)methoxy)-N,N-dimethylbenzamide C(#N)C1=C(C=C(C=C1)N1[C@H](O[C@@H](C1)COC1=CC=C(C(=O)N(C)C)C=C1)C(F)(F)F)C(F)(F)F